9-(2,4-dimethoxyphenyl)-9H-xanthene COC1=C(C=CC(=C1)OC)C1C2=CC=CC=C2OC=2C=CC=CC12